C(C)(C)(C)OC(NC1=CC(=NC=C1C=O)C)=O (5-FORMYL-2-METHYL-PYRIDIN-4-YL)-CARBAMIC ACID TERT-BUTYL ESTER